N-(3,4-difluorophenyl)-3-(2-((1-hydroxy-2-methylpropan-2-yl)amino)-2-oxoacetyl)-5,6,7,8-tetrahydroindolizine-1-carboxamide FC=1C=C(C=CC1F)NC(=O)C=1C=C(N2CCCCC12)C(C(=O)NC(CO)(C)C)=O